IC1=CC=C(N=N1)NC1C[C@H]2CC[C@@H](C1)N2C(=O)OC(C)(C)C tert-butyl (1R,3s,5S)-3-((6-iodopyridazin-3-yl)amino)-8-azabicyclo[3.2.1]octane-8-carboxylate